CN1C2(C(C3=CC(=CC=C13)O)(C)C)OC1=C(C=C2)C=C(C=C1O)[N+](=O)[O-] 1',3',3'-trimethyl-6-nitrospiro[benzopyran-2,2'-indoline]-5',8-diol